2-[6-amino-5-[1-(4-piperidyl)imidazol-4-yl]pyridazin-3-yl]phenol NC1=C(C=C(N=N1)C1=C(C=CC=C1)O)C=1N=CN(C1)C1CCNCC1